C[C@H](C(N1CCCCC1)=O)OC1=CC=C2C(=CC(OC2=C1)=O)C=1SC=CC1C 7-[(1R)-1-methyl-2-oxo-2-(1-piperidyl)ethoxy]-4-(3-methyl-2-thienyl)chromen-2-one